(S)-2-((4-(8-(4-cyano-2-fluorobenzyl)-5,6,7,8-tetrahydro-1,8-naphthyridin-2-yl)piperidin-1-yl)methyl)-1-(oxetan-2-ylmethyl)-1H-benzo[d]imidazole-6-carboxylic acid C(#N)C1=CC(=C(CN2CCCC=3C=CC(=NC23)C2CCN(CC2)CC2=NC3=C(N2C[C@H]2OCC2)C=C(C=C3)C(=O)O)C=C1)F